1-(3-ethylpyrazin-2-yl)ethanone ethyl-5-(((5-fluoro-2,3-dihydrobenzofuran-4-yl)methyl)amino)-8-(2-methyl-4-(methylsulfonyl)phenyl)imidazo[1,2-c]pyrimidine-2-carboxylate C(C)OC(=O)C=1N=C2N(C(=NC=C2C2=C(C=C(C=C2)S(=O)(=O)C)C)NCC2=C(C=CC3=C2CCO3)F)C1.C(C)C=1C(=NC=CN1)C(C)=O